C(C)(=O)NC1=CC=C(C=C1)NC(CCl)=O N-(4-acetamidophenyl)-2-chloroacetamide